(3,4-Dichlorophenyl)[(3R)-11,11-difluoro-10-hydroxy-3-methyl-1,3,4,7,8,9,10,11-octahydro-2H-pyrido[4',3':3,4]pyrazolo[1,5-a]azepin-2-yl]methanone ClC=1C=C(C=CC1Cl)C(=O)N1CC=2C(=NN3C2C(C(CCC3)O)(F)F)C[C@H]1C